molybdenum bis(diphenylmethane) C1(=CC=CC=C1)CC1=CC=CC=C1.C1(=CC=CC=C1)CC1=CC=CC=C1.[Mo]